C(C=1C(C(=O)OC2=C(C=CC=C2)CCC)=CC=CC1)(=O)OC1=C(C=CC=C1)CCC Phthalic acid, di(2-propylphenyl) ester